CN1N=CC2=CC(=C(C=C12)NC1=NC=C(C(=N1)NC)C(F)(F)F)C N2-(1,5-dimethyl-1H-indazol-6-yl)-N4-methyl-5-(trifluoromethyl)pyrimidine-2,4-diamine